C[Si]1(CCCC1)OC(C)C 1-Methyl-1-Iso-propoxy-1-Silacyclopentane